benzyl-6-(trifluoromethoxy)spiro[indan-2,4'-piperidine]-1-ol C(C1=CC=CC=C1)N1CCC2(CC1)C(C1=CC(=CC=C1C2)OC(F)(F)F)O